1-(4-(2-ethyl-3-(3-fluorophenyl)-1H-pyrrolo[2,3-b]pyridin-5-yl)benzyl)piperidin-3-ol C(C)C1=C(C=2C(=NC=C(C2)C2=CC=C(CN3CC(CCC3)O)C=C2)N1)C1=CC(=CC=C1)F